cis-2-(2-oxabicyclo[2.1.1]hexan-4-yl)-7-cyclobutoxy-N-(1-(2-fluorocyclopropyl)-2-oxo-1,2-dihydropyridin-3-yl)imidazo[1,2-a]pyrimidine-6-carboxamide C12OCC(C1)(C2)C=2N=C1N(C=C(C(=N1)OC1CCC1)C(=O)NC=1C(N(C=CC1)[C@H]1[C@H](C1)F)=O)C2